FC1=C(C=CC(=C1F)OC)B(O)O 2,3-difluoro-4-methoxyphenyl-boronic acid